5,5,6,6,7,7,8,8,9,9,10,10,10-tridecafluorodecane-1,2-diol FC(CCC(CO)O)(C(C(C(C(C(F)(F)F)(F)F)(F)F)(F)F)(F)F)F